2-(3-((5-methyl-2-((1-(1-methylpiperidin-4-yl)-1H-pyrazol-4-yl)amino)thieno[2,3-d]pyrimidin-4-yl)amino)-5-(trifluoromethyl)phenyl)propan-2-ol CC1=CSC=2N=C(N=C(C21)NC=2C=C(C=C(C2)C(F)(F)F)C(C)(C)O)NC=2C=NN(C2)C2CCN(CC2)C